C(C)(C)(C)C1=CC=2C(=NC(=CN2)C(CCC[C@@H](C2CCC2)[C@H]2N(C(OC2)(C)C)C(=O)OC(C)(C)C)=O)N1C tert-Butyl (4R)-4-[(1S)-5-(6-tert-butyl-5-methyl-pyrrolo[2,3-b]pyrazin-3-yl)-1-cyclobutyl-5-oxo-pentyl]-2,2-dimethyl-oxazolidine-3-carboxylate